5-bromo-4,7-difluoro-3-methyl-1-(2-trimethylsilylethoxymethyl)benzimidazol-2-one BrC1=C(C2=C(N(C(N2C)=O)COCC[Si](C)(C)C)C(=C1)F)F